BrC1=CC=C(C=C1)C1(CSCC1)NC(OCC[Si](C)(C)C)=O 2-trimethylsilylethyl N-[3-(4-bromophenyl)tetrahydrothiophen-3-yl]carbamate